FC(C1CCC(CC1)CN1C[C@@H](C([C@@H](C1)O)O)O)(F)F (3S,4R,5R)-1-(((1s,4S)-4-(trifluoromethyl)cyclohexyl)methyl)piperidine-3,4,5-triol